C1=CC2=C(C(=C1)O)C(=O)C(C2=O)(O)O hydroxyninhydrin